CC(CC1=CC=C(C=C1)[C@@H](C(=O)O)C)C (2S)-2-[4-(2-methylpropyl)phenyl]propionic acid